C1(CCC1)C1=NN(C=N1)S(=O)(=O)C1=CC=C(C=C1)C(=O)N1CCN(CC1)C1=C(C=CC=C1)OC (4-((3-cyclobutyl-1H-1,2,4-triazol-1-yl)sulfonyl)phenyl)(4-(2-methoxy-phenyl)piperazin-1-yl)methanone